5-chloro-1-cyclopropyl-7-(pyrrolidin-1-ylmethyl)-1H-pyrazolo[4,3-b]pyridin-3-amine ClC1=CC(=C2C(=N1)C(=NN2C2CC2)N)CN2CCCC2